8-{3-Fluorobicyclo[1.1.1]pentan-1-yl}-5-methyl-2-({7-methyl-[1,2,4]triazolo[1,5-a]pyridin-6-yl}amino)-5,6,7,8-tetrahydropteridin-6-one FC12CC(C1)(C2)N2CC(N(C=1C=NC(=NC21)NC=2C(=CC=1N(C2)N=CN1)C)C)=O